2-(Ethylthio)-10H-phenothiazine C(C)SC1=CC=2NC3=CC=CC=C3SC2C=C1